ClC=1C(=C(C=CC1)N(C(=O)Cl)C1=CC=CC=C1)F 3-chloro-2-fluorophenyl-(phenyl)carbamoyl chloride